CC1(C(NCC1)=O)C 3,3-dimethyl-pyrrolidin-2-one